CC1(OB(OC1(C)C)C1=CC=CC=2N=CSC21)C 7-(4,4,5,5-tetramethyl-1,3,2-dioxaborolan-2-yl)benzo[d]Thiazole